(2-((4-(5-(3-fluoropyrrolidin-1-yl)pyridin-3-yl)-1H-1,2,3-triazol-1-yl)methyl)imidazo[1,2-a]pyridin-6-yl)methanol FC1CN(CC1)C=1C=C(C=NC1)C=1N=NN(C1)CC=1N=C2N(C=C(C=C2)CO)C1